OC(CC(=O)O)CC(CCCCCCCC)C 3-hydroxy-5-methyltridecanoic acid